N-(4-benzofuran-2-yl-phenyl)-N-(4-dibenzofuran-3-yl-phenyl)-N-{4-(2-phenyl-benzooxazole-6-yl)-phenyl}-amine O1C(=CC2=C1C=CC=C2)C2=CC=C(C=C2)N(C2=CC=C(C=C2)C2=CC1=C(N=C(O1)C1=CC=CC=C1)C=C2)C2=CC=C(C=C2)C=2C=CC1=C(OC3=C1C=CC=C3)C2